N-METHYL-NEODECANAMIDE CNC(CCCCCC(C)(C)C)=O